1-(4-(2,3-Dimethylphenoxy)butanoyl)-6-hydroxy-1,2,3,4-tetrahydroquinoline-5-carboxylic acid CC1=C(OCCCC(=O)N2CCCC=3C(=C(C=CC23)O)C(=O)O)C=CC=C1C